ClC=1C=NN(C1CN)C (4-chloro-1-methyl-1H-pyrazol-5-yl)methanamine